F[C@]1(CN(CC[C@H]1O)C1=NC=CC(=N1)NC=1N=CC2=C(C=CC(=C2C1)C(C)C)OCC1CC(N(C1)C)=O)C 4-(((3-((2-((3S,4R)-3-fluoro-4-hydroxy-3-methylpiperidin-1-yl)pyrimidin-4-yl)amino)-5-isopropylisoquinolin-8-yl)oxy)methyl)-1-methylpyrrolidin-2-one